C(C)(C)(C)OC(=O)N1CCC2(CC1)COC1=C2C=C(C(=C1)C(N[C@@H]1C(NC(CC1)=O)=O)=O)F (S)-6-((2,6-dioxopiperidin-3-yl)carbamoyl)-5-fluoro-2H-spiro[benzofuran-3,4'-piperidine]-1'-carboxylic acid tert-butyl ester